CC1(OB(OC1(C)C)C=1C=NN(C1)C(=O)OCCCC)C butyl 4-(4,4,5,5-tetramethyl-1,3,2-dioxaborolan-2-yl)-1H-pyrazole-1-carboxylate